The molecule is a sulfonamide consisting of 4-phenylbutanoic acid with a 4-aminobenzenesulfonamido group at the phenyl 4-position. It has a role as a hapten. It is a sulfonamide and a monocarboxylic acid. C1=CC(=CC=C1CCCC(=O)O)NS(=O)(=O)C2=CC=C(C=C2)N